1-(4-(2-chloro-3-fluoropyridin-4-yl)-2-cyclopropyl-1-methyl-1H-imidazol-5-yl)ethan-1-one ClC1=NC=CC(=C1F)C=1N=C(N(C1C(C)=O)C)C1CC1